C(C)N(CC)C1CC(=C2OC=3C=CC=CC3C=C21)C=O (diethylamino)-1,2-dihydrocyclopent[b]chromene-3-carbaldehyde